C(C)(C)(C)OC(=O)N([C@H](C(=O)OC)CCC(=O)[O-])C(=O)OC methyl (2S)-2-[tert-butoxycarbonyl (methoxycarbonyl)amino]pentanedioate